C(C=C)(=O)N1C[C@@H](CCCC1)N1C(=NC2=C1C(=C(C=C2)OC2COC2)Cl)NC(C2=CC(=NC=C2)C(F)(F)F)=O (R)-N-(1-(1-acryloylazepan-3-yl)-7-chloro-6-(oxetan-3-yloxy)-1H-benzo[d]imidazol-2-yl)-2-(trifluoromethyl)isonicotinamide